C1(CC1)[C@@H]([C@H](C)S(=O)(=O)N(CC1=CC=C(C=C1)OC)CC1=CC=C(C=C1)OC)CC=C (2S,3S)-3-CYCLOPROPYL-N,N-BIS(4-METHOXYBENZYL)HEX-5-ENE-2-SULFONAMIDE